CC1=C(C(=CN1)C(=O)OC)C1=NC=CC=C1OC(F)(F)F methyl 5-methyl-4-(3-(trifluoromethoxy) pyridin-2-yl)-1H-pyrrole-3-carboxylate